6-(3,4-dichloro-phenyl)-5-fluoro-pyrimidine-4-carboxylic acid (2,6-dimethyl-pyridin-3-yl)-amide CC1=NC(=CC=C1NC(=O)C1=NC=NC(=C1F)C1=CC(=C(C=C1)Cl)Cl)C